FC(C(CC(=O)N1CCC(CC1)(O)CN1C=NC=2C(C1=O)=CSC2C=2C=C1C(CCC1=CC2)NC)N2N=C(C=C2)F)F 3-((1-(4,4-difluoro-3-(3-fluoro-1H-pyrazol-1-yl)butanoyl)-4-hydroxypiperidin-4-yl)methyl)-7-(3-(methylamino)-2,3-dihydro-1H-inden-5-yl)thieno[3,4-d]pyrimidin-4(3H)-one